4-(4-(methacryloxy)phenoxy)-4-oxobutyric acid C(C(=C)C)(=O)OC1=CC=C(OC(CCC(=O)O)=O)C=C1